C(CCCCCCCCCCCCCCCCC)(=O)[O-].[Ca+2].C(CCCCCCCCCCCCCCCCC)(=O)[O-] calcium octadecanoate salt